C(CCCCCCCCC)NCCCCCCCCCC N,N-didecylamine